zirconium dibutoxide diethoxide [O-]CC.[O-]CC.[O-]CCCC.[O-]CCCC.[Zr+4]